Cl.ClC1=C2CCN[C@@H](C2=C(C=C1)O)CN1CC2(CC2)CC1=O (S)-5-((5-chloro-8-hydroxy-1,2,3,4-tetrahydroisoquinolin-1-yl)methyl)-5-azaspiro[2.4]heptan-6-one hydrochloride